(1-Ethyl-6-fluoro-1H-indazol-3-yl)(4-(2-(trifluoromethyl)phenyl)piperidin-1-yl)methanone C(C)N1N=C(C2=CC=C(C=C12)F)C(=O)N1CCC(CC1)C1=C(C=CC=C1)C(F)(F)F